1-pyridyl-3-n-butyl-1H-benzo[d]Imidazole Bromide [Br-].N1=C(C=CC=C1)N1CN(C2=C1C=CC=C2)CCCC